O1C(CCCC1)N1N=C(C=C1)CC(=O)O 2-(1-(tetrahydro-2H-pyran-2-yl)-1H-pyrazol-3-yl)acetic acid